C(C)(C)(C)OC(=O)N1CC(CCC1)(O)C1=C(C(=CC=C1)F)OC N-tert-butoxycarbonyl-3-(2-methoxy-3-fluorophenyl)piperidin-3-ol